di-N-butyl-isophthalic acid-diamide C(CCC)NC(C1=CC(C(=O)NCCCC)=CC=C1)=O